C(C)(C)(C)OC(=O)N1N=C(C2=CC=C(C=C12)[C@@H]1C[C@@]12C(N(C1=CC=C(C=C21)OC)C(=O)OC(C)(C)C)=O)NC2=C(C=CC(=C2)C=2SC=CN2)OCC tert-butyl (1R,2S)-2-[1-(tert-butoxycarbonyl)-3-{[2-ethoxy-5-(1,3-thiazol-2-yl)phenyl]amino}indazol-6-yl]-5'-methoxy-2'-oxospiro[cyclopropane-1,3'-indole]-1'-carboxylate